OC1CC(C(C(C1O)O)CO)=O 3,4,5-trihydroxyl-6-(hydroxymethyl)cyclohexane-1-one